N1C(=NC2=C1C=CC=C2)CNCCC=2SC=C(N2)C(=O)NCC2=NC=CC(=C2)C 2-{2-[(1H-1,3-Benzodiazol-2-ylmethyl)amino]ethyl}-N-[(4-methylpyridin-2-yl)methyl]-1,3-thiazole-4-carboxamide